6-chloro-2-[(3-cyanophenyl)methoxy]pyridine-3-carboxylic acid ClC1=CC=C(C(=N1)OCC1=CC(=CC=C1)C#N)C(=O)O